1-(5-(1-(isopropoxyimino)ethyl)-2,6-dioxo-3,6-dihydropyrimidin-1(2H)-yl)-3-methylbutan C(C)(C)ON=C(C)C1=CNC(N(C1=O)CCC(C)C)=O